(R)-N-(1-cyanopyrrolidin-3-yl)-5-(pyridin-2-yl)-1H-pyrazole-3-carboxamide C(#N)N1C[C@@H](CC1)NC(=O)C1=NNC(=C1)C1=NC=CC=C1